1-benzyl-3-(tert-butyl)-1H-pyrazol-5-amine C(C1=CC=CC=C1)N1N=C(C=C1N)C(C)(C)C